ClC=1C(=NC=CN1)CNC(=O)[C@@H]1CC[C@H](CC1)N1CCN(CC1)C (trans)-N-((3-chloropyrazin-2-yl)methyl)-4-(4-methylpiperazin-1-yl)cyclohexanecarboxamide